E-N'-benzylidene-4,6-difluoro-1-methyl-1H-indole-2-carboxylic acid hydrazide C(/C1=CC=CC=C1)=N\NC(=O)C=1N(C2=CC(=CC(=C2C1)F)F)C